N,N-dimethyl-2-(3-nitro-1H-pyrazol-1-yl)ethane-1-amine CN(CCN1N=C(C=C1)[N+](=O)[O-])C